2,4-dimethyl-5,6-dihydro-4H-1,3-thiazine CC=1SCCC(N1)C